4-(7-(8-ethylnaphthalen-1-yl)-2-((tetrahydro-1H-pyrrolizin-7a(5H)-yl)methoxy)-5,6,7,8-tetrahydropyrido[3,4-d]pyrimidin-4-yl)-6-(1H-1,2,4-triazol-1-yl)-1,4-oxazepane C(C)C=1C=CC=C2C=CC=C(C12)N1CC=2N=C(N=C(C2CC1)N1CCOCC(C1)N1N=CN=C1)OCC12CCCN2CCC1